4-methylpyridin-3-yl-carbamic acid tert-butyl ester C(C)(C)(C)OC(NC=1C=NC=CC1C)=O